2-chloro-5-fluoro-7,7-dimethyl-7,8-dihydrobenzofuro[5,4-d]thiazole ClC=1SC2=C(N1)C=C(C1=C2CC(O1)(C)C)F